1-methyl-6-oxo-1,6-dihydropyridine CN1C=CC=CC1=O